(2R,3R,4R,5S)-2-(13-azido-2,5,8,11-tetraoxatridecyl)-5-((6-(trifluoromethyl)pyrazin-2-yl)amino)tetrahydro-2H-pyran-3,4-diol N(=[N+]=[N-])CCOCCOCCOCCOC[C@H]1OC[C@@H]([C@H]([C@H]1O)O)NC1=NC(=CN=C1)C(F)(F)F